O=C(OCC1=CC=CC=C1)NCCCCCNC(CN(CC(=O)O)CC(NCCO[C@H]1O[C@@H]([C@@H]([C@@H]([C@H]1O)O)O)C)=O)=O 3,11-dioxo-13-(2-oxo-2-((2-(((2S,3R,4S,5R,6R)-3,4,5-trihydroxy-6-methyltetrahydro-2H-pyran-2-yl)oxy)ethyl)amino)ethyl)-1-phenyl-2-oxa-4,10,13-triazapentadecan-15-oic acid